The molecule is a chloroindole that is 3-chloro-1H-indole substituted by a [(4-sulfamoylphenyl)sulfonyl]nitrilo group at position 7. It is a carbonic anhydrase inhbitor and a potential anti-cancer agent currently in clinical development. It has a role as an EC 4.2.1.1 (carbonic anhydrase) inhibitor and an antineoplastic agent. It is a chloroindole, a sulfonamide and an organochlorine compound. C1=CC2=C(C(=C1)NS(=O)(=O)C3=CC=C(C=C3)S(=O)(=O)N)NC=C2Cl